Feruloyl-sphingosine C(\C=C\C1=CC(OC)=C(O)C=C1)(=O)C(O)[C@H](N)[C@H](O)\C=C\CCCCCCCCCCCCC